iron-nickel silicate [Si]([O-])([O-])([O-])[O-].[Ni+2].[Fe+2]